3-Methyl-5-(N-phenethyl-N-phenylsulfamoyl)benzofuran-2-carboxylic acid CC1=C(OC2=C1C=C(C=C2)S(N(C2=CC=CC=C2)CCC2=CC=CC=C2)(=O)=O)C(=O)O